BrC=1N=C(C(=NC1)N1CC(C1)NC(OC(C)(C)C)=O)OC tert-Butyl (1-(5-bromo-3-methoxypyrazin-2-yl)-azetidin-3-yl)-carbamate